tert-butyl (4-bromo-3-fluorobenzyl)(methyl)carbamate BrC1=C(C=C(CN(C(OC(C)(C)C)=O)C)C=C1)F